tridecyl-dimethyl-(3-trimethoxysilylpropyl)azanium chloride [Cl-].C(CCCCCCCCCCCC)[N+](CCC[Si](OC)(OC)OC)(C)C